C(C=C)N1N(C2=NC(=NC=C2C1=O)NC1=CC=C(C=C1)OCC(F)(F)F)C1=NC(=NC=C1)OC1CCNCC1 2-allyl-1-(2-(piperidin-4-yloxy)pyrimidin-4-yl)-6-((4-(2,2,2-trifluoroethoxy)-phenyl)amino)-1,2-dihydro-3H-pyrazolo[3,4-d]pyrimidin-3-one